4-tert-butylcyclohexylacetate C(C)(C)(C)C1CCC(CC1)CC(=O)[O-]